C(C)(C)(C)OC(=O)N[C@@H](C(=O)O)CC(C)C (2R)-2-{[(tert-butoxy)carbonyl]Amino}-4-methylpentanoic acid